16α-fluoroestradiol C[C@@]12CC[C@@H]3C4C=CC(O)=CC=4CC[C@H]3[C@@H]2C[C@@H](F)[C@@H]1O